(±)-N-[1-Benzyl-3-(4-bromophenyl)pyrrolidin-3-yl]acetamide C(C1=CC=CC=C1)N1C[C@@](CC1)(C1=CC=C(C=C1)Br)NC(C)=O |r|